[Si](C)(C)(C(C)(C)C)OC(C=CC)([2H])C1=CC(=C(C=N1)C=1C(N(C2=CC(=NC=C2C1)NC(=O)[C@@H]1[C@@H](C1)F)C)=O)C (1R,2R)-N-(3-(6-(1-((tert-butyldimethylsilyl)oxy)but-2-en-1-yl-1-d)-4-methylpyridin-3-yl)-1-methyl-2-oxo-1,2-dihydro-1,6-naphthyridin-7-yl)-2-fluorocyclopropane-1-carboxamide